CN1N=C(N=N1)C1CCC(CC1)C(=O)OC methyl (1r,4r)-4-(2-methyl-2H-tetrazol-5-yl)cyclohexane-1-carboxylate